OC1=CC=C(C=C1)C=CC(=O)C1=CC=CC=C1 3-(4-hydroxyphenyl)-1-phenylprop-2-en-1-one